C(=O)(O)CCCCC(C(C)C)=O (2-carboxyethyl)-2-methylpropione